benzyl (S)-(1-(dimethyl(oxo)-λ6-sulfaneylidene)-7,7,7-trifluoro-6,6-dimethyl-2-oxoheptan-3-yl)carbamate CS(=CC([C@H](CCC(C(F)(F)F)(C)C)NC(OCC1=CC=CC=C1)=O)=O)(=O)C